2-[methyl({4-phenyl-6-[2-(pyrazin-2-yl)ethyl]quinolin-2-yl})amino]acetic acid CN(CC(=O)O)C1=NC2=CC=C(C=C2C(=C1)C1=CC=CC=C1)CCC1=NC=CN=C1